O1C(=CC=C1)C1=NN2C(N=C(N=C2N)N2CC(CCC2)CN2CCN(CC2)C2=C(C=C(C=C2)C(F)(F)F)[N+](=O)[O-])=N1 2-(furan-2-yl)-5-(3-((4-(2-nitro-4-(trifluoromethyl)phenyl)piperazin-1-yl)methyl)piperidin-1-yl)-[1,2,4]triazolo[1,5-a][1,3,5]triazine-7-amine